E-1,1,2,3,4-pentachloro-1,3-butadiene ClC(=C(/C(=C\Cl)/Cl)Cl)Cl